COC1=CC=C(CNC2=CC=CC=3C=COC32)C=C1 N-(4-methoxybenzyl)benzofuran-7-amine